N12CCC=C2CCC1 1-azabicyclo[3.3.0]-4-octene